C1(=CC=CC2=CC(=CC=C12)C(=O)O)C(=O)O naphthalene-1,6-dicarboxylic acid